N[C@H](C(=O)NC1=C(C(=C(C=C1)C(F)(F)F)Cl)C(=O)C1=NC=CC=C1F)C (2S)-2-amino-N-[3-chloro-2-(3-fluoropyridine-2-carbonyl)-4-(trifluoromethyl)phenyl]propanamide